3-[6-(3-aminophenyl)-7H-pyrrolo[2,3-d]pyrimidin-4-yloxy]phenol NC=1C=C(C=CC1)C1=CC2=C(N=CN=C2OC=2C=C(C=CC2)O)N1